(6-amino-5-fluoropyridin-3-yl)boric acid NC1=C(C=C(C=N1)OB(O)O)F